1-(6-fluoro-5-methoxypyridin-2-yl)cyclobutan-1-ol FC1=C(C=CC(=N1)C1(CCC1)O)OC